3-(5-(6-((4'-chloro-5,5-dimethyl-3,4,5,6-tetrahydro-[1,1'-biphenyl]-2-yl)methyl)-2,6-diazaspiro[3.3]heptane-2-carbonyl)-7-fluoro-1-oxoisoindolin-2-yl)piperidine-2,6-dione ClC1=CC=C(C=C1)C1=C(CCC(C1)(C)C)CN1CC2(CN(C2)C(=O)C=2C=C3CN(C(C3=C(C2)F)=O)C2C(NC(CC2)=O)=O)C1